C1(CCCC1)CCC(=O)NC=1C(=NC(=CC1C)N1CCOCC1)C 3-Cyclopentyl-N-(2,4-dimethyl-6-morpholin-4-yl-pyridin-3-yl)-propionamide